C(C)N1C=NC=C1CN1C(=NC2=C1C=C(C=C2)C(=O)OC)CC2CC=C(CC2)C2=NC=C(C(=N2)OCOC)F methyl 1-((1-ethyl-1H-imidazol-5-yl)methyl)-2-((4-(5-fluoro-4-(methoxymethoxy)pyrimidin-2-yl)cyclohex-3-en-1-yl)methyl)-1H-benzo[d]imidazole-6-carboxylate